N-(5-formyl-2-hydroxy-phenyl)formamide methyl-(2E)-4-[methyl(prop-2-yn-1-yl)amino]but-2-enoate COC(\C=C\CN(CC#C)C)=O.C(=O)C=1C=CC(=C(C1)NC=O)O